perfluoro-t-butylsulfonic acid, sodium salt [Na+].FC(C(C(F)(F)F)(C(F)(F)F)S(=O)(=O)[O-])(F)F